(2-methoxyphenyl)ethane-1,2-diol COC1=C(C=CC=C1)C(CO)O